CNCC(C1=CC(=C(C=C1)O)O)O The molecule is a catecholamine in which the aminoethyl side-chain is hydroxy-substituted at C-1 and methylated on nitrogen. It has a role as a human metabolite.